C(CC(O)(C(=O)[O-])CC(=O)[O-])(=O)[O-].[Pb+2].[Pb+2].[Pb+2].C(CC(O)(C(=O)[O-])CC(=O)[O-])(=O)[O-] tri-lead citrate